4-[4-[3-(1,3-dimethylpyrazolo[3,4-b]pyridin-6-yl)-1,2,4-oxadiazol-5-yl]piperidine-1-carbonyl]-1-phenyl-pyrrolidin-2-one CN1N=C(C=2C1=NC(=CC2)C2=NOC(=N2)C2CCN(CC2)C(=O)C2CC(N(C2)C2=CC=CC=C2)=O)C